butylene glycol dicaprate C(=O)(CCCCCCCCC)OCCCCOC(=O)CCCCCCCCC